5-(1-methyl-6-oxo-1,6-dihydropyridin-3-yl)-1,3,4-oxadiazol-2(3H)-one CN1C=C(C=CC1=O)C1=NNC(O1)=O